5-[(1s,4s,5r)-5-{[5-cyclopropyl-3-(2,6-dichlorophenyl)-1,2-oxazol-4-yl]Methoxy}-2-azabicyclo[2.2.1]Heptane-2-yl]-2,3-dihydro-1,3-benzoxazol-2-one C1(CC1)C1=C(C(=NO1)C1=C(C=CC=C1Cl)Cl)CO[C@H]1[C@@H]2CN([C@H](C1)C2)C=2C=CC1=C(NC(O1)=O)C2